[Cl-].CN1CN(C=C1)C 1,3-dimethylimidazole chloride salt